O=C1NC(CCC1N1C(N(C2=C1C=CC=C2CCOCCOCCNC(OC(C)(C)C)=O)C)=O)=O tert-butyl N-[2-(2-{2-[1-(2,6-dioxopiperidin-3-yl)-3-methyl-2-oxo-1,3-benzodiazol-4-yl]ethoxy}ethoxy)ethyl]carbamate